NC=1C2=C(N=CN1)C(=NC(=C2)C=2C=NN(C2)C)C=2C(=C(C=CC2C)O)C (R)-3-(4-amino-6-(1-methyl-1H-pyrazol-4-yl)pyrido[3,4-d]pyrimidin-8-yl)-2,4-dimethylphenol